S1C(=CC=C1)CCC(=O)[O-].[Na+] sodium thiolpropanate